4-(6-(2-(2,4-difluorophenyl)-1,1-difluoro-2-hydroxy-3-(1H-1,2,4-triazol-1-yl)propyl)pyridin-3-yl)phenol FC1=C(C=CC(=C1)F)C(C(F)(F)C1=CC=C(C=N1)C1=CC=C(C=C1)O)(CN1N=CN=C1)O